ClC1=CC=C(C=C1)C(C(=O)N[C@H](C(=O)N[C@H](CCC(=O)O)C(=O)O)CC=1C=NC=CC1)(C)C ((S)-2-(2-(4-chlorophenyl)-2-methylpropanamido)-3-(pyridin-3-yl)propanoyl)-D-glutamic acid